BrC1=CC=C(C=C1)C1=NC2=CC=CC=C2C(N1)=O 2-(4-bromophenyl)-4[3H]quinazolinone